1-isopropyl-5-(4,4,5,5-tetramethyl-1,3,2-dioxaborolan-2-yl)indazole C(C)(C)N1N=CC2=CC(=CC=C12)B1OC(C(O1)(C)C)(C)C